ClC1=NC=C(C(=C1)OC)C 2-chloro-4-methoxy-5-methylpyridine